FC1=CC=C(C=C1)C1=C(COC2(CCCC2)C1)CNCC1=C(C=CC=C1C)C N-((9-(4-fluorophenyl)-6-oxaspiro[4.5]dec-8-en-8-yl)methyl)-1-(m-methyltolyl)methylamine